(2s,4s)-N-(3,4-difluorophenyl)-N-ethyl-4-(((3r,4r)-4-hydroxytetrahydro-2H-pyran-3-yl)(methyl)amino)-1-(6-methyl-4-(trifluoromethyl)pyridin-2-yl)pyrrolidine-2-carboxamide FC=1C=C(C=CC1F)N(C(=O)[C@H]1N(C[C@H](C1)N(C)[C@@H]1COCC[C@H]1O)C1=NC(=CC(=C1)C(F)(F)F)C)CC